N-(4-(3-(6-chloro-3-methyl-2,4-dioxo-5-(3-(p-tolyl)propanamido)-3,4-dihydropyrimidin-1(2H)-yl)prop-1-yn-1-yl)-2-methylphenyl)cyclopropanecarboxamide ClC1=C(C(N(C(N1CC#CC1=CC(=C(C=C1)NC(=O)C1CC1)C)=O)C)=O)NC(CCC1=CC=C(C=C1)C)=O